C(CCCCCCCC)C=1C(=C(C=CC1)NC1=CC=CC=C1)CCCCCCCCC dinonyl-diphenylamine